C1(=CC=CC=C1)N1CCN(CC1)C1=CC=CC=C1 1,4-diphenylpiperazine